CC1=NN(C(=C1)C)N(CCC(C(=O)[O-])=C)C(=O)O.[N-]=C=O isocyanate (2-[(3,5-dimethyl-1H-pyrazolyl) carboxyamino] ethyl acrylate)